2-chloro-9-(oxetan-3-yl)-7,9-dihydro-8H-purin-8-one ClC1=NC=C2NC(N(C2=N1)C1COC1)=O